FC[C@H](CN(CC[C@@H](C(=O)O)NC(CC1(CCCC1)C)=O)CCCCC1=NC=2NCCCC2C=C1)OC (S)-4-(((S)-3-fluoro-2-methoxypropyl)(4-(5,6,7,8-tetrahydro-1,8-naphthyridin-2-yl)butyl)amino)-2-(2-(1-methylcyclopentyl)acetamido)butanoic acid